(1R,4R)-4-((4-(((R)-1-(3-(difluoromethyl)-2-fluorophenyl)ethyl)amino)-2-methyl-8,9-dihydrofuro[2,3-h]quinazolin-6-yl)oxy)cyclohexanol FC(C=1C(=C(C=CC1)[C@@H](C)NC1=NC(=NC2=C3C(=C(C=C12)OC1CCC(CC1)O)OCC3)C)F)F